C(CCCCC)N=C(N)N(C(=N)N)CCCCCC N',N''-dihexyl-Biguanide